2-((1E,3E)-4-(4-(dimethylamino)phenyl)buta-1,3-dienyl)-3-ethyl-6-[11C]methoxybenzo[d]thiazole-3-ium CN(C1=CC=C(C=C1)/C=C/C=C/C=1SC2=C([N+]1CC)C=CC(=C2)O[11CH3])C